1-undecyl-1-methylpyrrolidinium triflate salt [O-]S(=O)(=O)C(F)(F)F.C(CCCCCCCCCC)[N+]1(CCCC1)C